(3S,4R)-3-[(1-phenylpiperidin-4-yl)carbamoyl]-4-Phenylpyrrolidine-1-carboxylic acid C1(=CC=CC=C1)N1CCC(CC1)NC(=O)[C@@H]1CN(C[C@H]1C1=CC=CC=C1)C(=O)O